[Au].[Cu]=O.[Fe] iron cupric oxide gold